1-[(2,3-dihydro-1H-inden-5-yl)sulfonyl]-N-[2-(dimethylamino)-6-quinolinyl]-4-piperidinecarboxamide C1CCC2=CC(=CC=C12)S(=O)(=O)N1CCC(CC1)C(=O)NC=1C=C2C=CC(=NC2=CC1)N(C)C